N[C@H](C(=O)O)CC1=C(C=CC(=C1)Cl)Br (S)-2-amino-3-(2-bromo-5-chlorophenyl)propanoic acid